CC(=O)CC(=O)SCCNC(=O)CCNC(=O)[C@@H](C(C)(C)COP(=O)([O-])OP(=O)([O-])OC[C@@H]1[C@H]([C@H]([C@@H](O1)N2C=NC3=C(N=CN=C32)N)O)OP(=O)([O-])[O-])O The molecule is a 3-oxoacyl-CoA(4-) arising from deprotonation of the phosphate and diphosphate OH groups of acetoacetyl-CoA. It has a role as a human metabolite and a Saccharomyces cerevisiae metabolite. It is a conjugate base of an acetoacetyl-CoA.